C(CCC)C1CCC(CC1)[Li] 4-butyl-cyclohexyllithium